C(C)(C)(C)OC(=O)N1[C@H]2CC(C[C@@H]1CC2)N2N=C1C=C(C(=CC1=C2)Br)Cl (1R,3s,5S)-3-(5-bromo-6-chloro-2H-indazol-2-yl)-8-azabicyclo[3.2.1]octane-8-carboxylic acid tert-butyl ester